FC1=C(C=CC(=C1)[C@H]1NC[C@@H](C1)O)C=1N=C2SC3=C(N2C1)C=C(C(=C3)C(=O)NC3CCN(CC3)C)OC 2-(2-fluoro-4-((2S,4R)-4-hydroxypyrrolidin-2-yl)phenyl)-6-methoxy-N-(1-methylpiperidin-4-yl)benzo[d]imidazo[2,1-b]thiazole-7-carboxamide